2-(5-amino-2-(furan-2-yl)-7H-pyrazolo[4,3-e][1,2,4]triazolo[1,5-c]pyrimidin-7-yl)-2-phenyl-N-(4-(trifluoromethyl)benzyl)acetamide NC1=NC2=C(C=3N1N=C(N3)C=3OC=CC3)C=NN2C(C(=O)NCC2=CC=C(C=C2)C(F)(F)F)C2=CC=CC=C2